ethyl (3S)-pyrrolidin-3-ylcarbamate hydrochloride Cl.N1C[C@H](CC1)NC(OCC)=O